5-(4-((6-((6-(azidomethyl)-3-azabicyclo[3.1.0]hexan-3-yl)methyl)pyridin-3-yl)ethynyl)phenyl)-3-((2-((1S)-1-((tetrahydro-2H-pyran-2-yl)oxy)ethyl)-1H-imidazol-1-yl)methyl)isoxazole N(=[N+]=[N-])CC1C2CN(CC12)CC1=CC=C(C=N1)C#CC1=CC=C(C=C1)C1=CC(=NO1)CN1C(=NC=C1)[C@H](C)OC1OCCCC1